OC1=C(C=C(C=C1)C1(OCC2=C1C=CC=C2)C2=CC(=C(C=C2)O)C)C 3,3-Bis(4-hydroxy-3-methylphenyl)-2-benzofuran